F[C@H]1[C@@H](O[C@@H]([C@H]1OP(=O)O)CO)N1C=C2CCCSC=3C2=C1N=CN3 2-{2-deoxy-2-fluoro-3-O-[hydroxy(oxo)-λ5-phosphanyl]-β-D-ribofuranosyl}-2,7,8,9-tetrahydro-6-thia-2,3,5-triazabenzo[cd]azulene